(R)-1-(3-(2-(1H-imidazol-2-yl)-6-(benzenesulfonyl)imidazo[4,5-d]pyrrolo[2,3-b]pyridin-1(6H)-yl)pyrrolidin-1-yl)prop-2-en-1-one N1C(=NC=C1)C1=NC=2C(=C3C(=NC2)N(C=C3)S(=O)(=O)C3=CC=CC=C3)N1[C@H]1CN(CC1)C(C=C)=O